N=1C=NN2C1C=C(C=C2)OC2=C(C=C(C=C2)NC2=NC=NN1C2=C(C=C1)N1CC(CCC1)N(C(\C=C\CN(C)C)=O)C)C (E)-N-(1-(4-((4-([1,2,4]triazolo[1,5-a]pyridin-7-yloxy)-3-methylphenyl)amino)pyrrolo[2,1-f][1,2,4]triazin-5-yl)piperidin-3-yl)-4-(dimethylamino)-N-methylbut-2-enamide